ClC1=CC(=CC=2C(OB(C21)O)(C)C)NC2=NC=C(C(=N2)NC(CC)CC)C N2-(7-chloro-1-hydroxy-3,3-dimethyl-2,1-benzoxaborol-5-yl)-N4-(1-ethylpropyl)-5-methyl-pyrimidine-2,4-diamine